C1(=CC=CC=2C(C=3C(=CC=CC3C(C12)=O)S(=O)(=O)O)=O)S(=O)(=O)O anthraquinone-1,5-disulfonic acid